6-fluoropyridine-2(1H)-one FC1=CC=CC(N1)=O